N-(2,6-dioxopiperidin-3-yl)pyridinecarboxamide O=C1NC(CCC1NC(=O)C1=NC=CC=C1)=O